N-allyl-1-(pyridin-2-yl)ethane-1-imine C(C=C)N=C(C)C1=NC=CC=C1